3-(4-Chloro-phenyl)-4-(1,2-dihydroxy-1-methyl-ethyl)-4-fluoro-3-(1-hydroxymethyl-cyclopropylmethoxy)-2-{4-[(triisopropylsilanyl)-ethynyl]-benzyl}-2,3-dihydro-isoindol-1-one ClC1=CC=C(C=C1)C1(N(C(C2=CC=CC(C12)(F)C(CO)(C)O)=O)CC1=CC=C(C=C1)C#C[Si](C(C)C)(C(C)C)C(C)C)OCC1(CC1)CO